(Z)-9-(Cyclopropylmethyl)-2-(6-(2-fluoro-2-(6-(pyridazin-4-yl)pyrazin-2-yl)vinyl)-3-phenoxy-2-(trifluoromethyl)phenyl)-2,9-diazaspiro[5.5]undecane C1(CC1)CN1CCC2(CCCN(C2)C2=C(C(=CC=C2\C=C(\C2=NC(=CN=C2)C2=CN=NC=C2)/F)OC2=CC=CC=C2)C(F)(F)F)CC1